6-[(R)-amino-(4-chlorophenyl)-(3-methylimidazol-4-yl)methyl]-4-(3-chlorophenyl)-1-methylquinolin-2-one N[C@](C=1C=C2C(=CC(N(C2=CC1)C)=O)C1=CC(=CC=C1)Cl)(C=1N(C=NC1)C)C1=CC=C(C=C1)Cl